N-(3-(3,3-difluoropyrrolidin-1-yl)-1H-pyrazol-4-yl)pyrazolo[1,5-a]pyrimidine-3-carboxamide FC1(CN(CC1)C1=NNC=C1NC(=O)C=1C=NN2C1N=CC=C2)F